2-benzyloxyspiro[3.3]heptane-6-carbonyl chloride C(C1=CC=CC=C1)OC1CC2(C1)CC(C2)C(=O)Cl